3-(1,4-dimethyl-1H-benzo[d][1,2,3]triazol-5-yl)-3-(3-(((R)-4-ethyl-3,4,8,9,10,11-hexahydronaphtho(1,2-f)(1,4)oxazepin-2(1H)-yl)methyl)-4-methylphenyl)-2,2-dimethylpropanoic Acid CN1N=NC2=C1C=CC(=C2C)C(C(C(=O)O)(C)C)C2=CC(=C(C=C2)C)CN2C[C@H](OC1=C(C2)C=2CCCCC2C=C1)CC